COC=1C=C(C=CC1NCC#CC=1N(C2=CC=CC(=C2C1)NC1CCC(CC1)N1CCOCC1)CC(F)(F)F)S(=O)(=O)N 3-methoxy-4-((3-(4-(((1S,4S)-4-morpholino-cyclohexyl)amino)-1-(2,2,2-trifluoroethyl)-1H-indol-2-yl)prop-2-yn-1-yl)amino)benzene-sulfonamide